C(C1CO1)OC(CCC)[Si](OC)(OC)OC 1-glycidoxybutyl-trimethoxysilane